C1(=CC=CC=C1)C1=CC=CC(=N1)C1=CC(=C(C#N)C(=C1)N1C2=C(C3=CC=CC=C13)C=CN=C2)N2C1=C(C3=CC=CC=C23)C=CN=C1 4-(6-phenylpyridin-2-yl)-2,6-bis(9H-pyrido[3,4-b]indol-9-yl)benzonitrile